FC1=C(C=C(C=C1)F)C1=NOC(=C1)CN1C=C2C(C=C1)=NC(=N2)C2=CSC(=C2C)C 3-(2,5-difluorophenyl)-5-((2-(4,5-dimethylthiophen-3-yl)-5H-imidazo[4,5-c]pyridin-5-yl)methyl)isoxazole